2-[(tert-butoxycarbonyl)amino]propionic acid C(C)(C)(C)OC(=O)NC(C(=O)O)C